octadecyl-bromopyridine C(CCCCCCCCCCCCCCCCC)C=1C(=NC=CC1)Br